ClCCN1CC2N(CCCC2C1)C(=O)OC(C)(C)C Tert-butyl 6-(2-chloroethyl)octahydro-1H-pyrrolo[3,4-b]pyridine-1-carboxylate